6-((2-((2-fluoroethyl)carbamoyl)phenyl)sulfanyl)-1H-indole FCCNC(=O)C1=C(C=CC=C1)SC1=CC=C2C=CNC2=C1